4-(((Z)-3-cyclopropyl-5-((Z)-5-methyl-2-oxoindolin-3-ylidene)-4-oxothiazolidin-2-ylidene)amino)benzenesulfonamide C1(CC1)N1/C(/S\C(\C1=O)=C\1/C(NC2=CC=C(C=C12)C)=O)=N/C1=CC=C(C=C1)S(=O)(=O)N